8-(4,4-Difluoropiperidin-1-yl)-3-methylimidazo[1,2-a]pyridin-6-amine FC1(CCN(CC1)C=1C=2N(C=C(C1)N)C(=CN2)C)F